3-[[4-[(2R)-2-[(6-tert-butyl-5H-pyrrolo[2,3-b]pyrazin-3-yl)methylamino]-3-(1-methylcyclopropyl)propoxy]-6-(2,6-dimethylphenyl)pyrimidin-2-yl]sulfamoyl]benzoic acid C(C)(C)(C)C1=CC=2C(=NC(=CN2)CN[C@@H](COC2=NC(=NC(=C2)C2=C(C=CC=C2C)C)NS(=O)(=O)C=2C=C(C(=O)O)C=CC2)CC2(CC2)C)N1